ethylene ethyl acrylate C(C=C)(=O)OCC.C=C